5-cyclopropyl-1H-imidazole C1(CC1)C1=CN=CN1